COC=1C2=C(N=NC1C1=C(C=C(C=C1C)C(F)(F)F)O)N(C=N2)[C@H]2CN(CCC2)C 2-(4-methoxy-7-((R)-1-methylpiperidin-3-yl)-7H-imidazo[4,5-c]pyridazin-3-yl)-3-methyl-5-(trifluoromethyl)phenol